Cl.NCC1=CC=C(CNC(=O)[C@H](CC2=CC=CC=C2)NC(=O)[C@@H](CC2=CC=C(C=C2)OCC)NC(C2=CC=CC=C2)=O)C=C1 N-[(R)-1-[(S)-1-(4-Aminomethyl-benzylcarbamoyl)-2-phenyl-ethylcarbamoyl]-2-(4-ethoxy-phenyl)-ethyl]-benzamide hydrochloride